C1N(CC2C1CNC2)C(=O)C2=NC(=CC=C2)NC2=CC=CC=C2 (hexahydropyrrolo[3,4-c]pyrrol-2(1H)-yl)(6-(phenylamino)pyridin-2-yl)methanone